BrC1=CC2=C(N(C=N2)CCO)C=C1 2-(5-bromo-1H-benzo[d]imidazol-1-yl)ethanol